N-{2-[4-(methoxymethyl)-4-methylpiperidin-1-yl]Phenyl}-4-[3-(trifluoromethyl)-3H-diazepin-3-yl]Benzene-1-sulfonamide COCC1(CCN(CC1)C1=C(C=CC=C1)NS(=O)(=O)C1=CC=C(C=C1)C1(N=NC=CC=C1)C(F)(F)F)C